(R)-N-(6-(difluoromethyl)pyridin-2-yl)-6-isopropoxy-2-(tetrahydro-2H-pyran-3-yl)-2H-indazole-5-carboxamide FC(C1=CC=CC(=N1)NC(=O)C1=CC2=CN(N=C2C=C1OC(C)C)[C@H]1COCCC1)F